6-bromo-3-chloro-1-(oxan-2-yl)indazole (trifluoromethyl)piperidine-1-carboxylate FC(F)(F)OC(=O)N1CCCCC1.BrC1=CC=C2C(=NN(C2=C1)C1OCCCC1)Cl